4-(4-((1-(7-amino-2-(furan-2-yl)-[1,2,4]triazolo[1,5-a][1,3,5]triazine-5-yl)piperidin-3-yl)methyl)piperazin-1-yl)phenol NC1=NC(=NC=2N1N=C(N2)C=2OC=CC2)N2CC(CCC2)CN2CCN(CC2)C2=CC=C(C=C2)O